oxo-7'-phenyl-1',4'-dihydro-2'H-spiro[pyrrolidine-3,3'-quinoline]-1-carbonitrile O=C1NC2=CC(=CC=C2CC12CN(CC2)C#N)C2=CC=CC=C2